tin dioctylglycolate C(CCCCCCC)C(C(=O)[O-])(O)CCCCCCCC.[Sn+4].C(CCCCCCC)C(C(=O)[O-])(O)CCCCCCCC.C(CCCCCCC)C(C(=O)[O-])(O)CCCCCCCC.C(CCCCCCC)C(C(=O)[O-])(O)CCCCCCCC